C1(=CC=CC=C1)NC1CC2=CC=CC=C2C1 N-phenylindan-2-yl-amine